(3-bromo-4-(trifluoromethyl)phenyl)Magnesium chloride BrC=1C=C(C=CC1C(F)(F)F)[Mg]Cl